5-(tert-butyl)-N-(3,5-difluoro-2-methyl-4-(pyrrolo[2,1-f][1,2,4]triazin-4-yl)benzyl)-1,2,4-oxadiazole-3-carboxamide hydrochloride Cl.C(C)(C)(C)C1=NC(=NO1)C(=O)NCC1=C(C(=C(C(=C1)F)C1=NC=NN2C1=CC=C2)F)C